Methylenchlorid C(Cl)Cl